[Cl-].C1(=CC=CC2=CC=CC=C12)C[N+]1=CC=CC2=CC=CC=C12 1-(α-naphthylmethyl)-quinolinium chloride